t-pentyne C(C)(C)C#C